BrC=1C=C(C=CC1)S(=O)(=O)N1CC(CCC1)C=1C=C(OC(C(=O)OC)(C)C)C=CC1 methyl 2-(3-(1-((3-bromophenyl) sulfonyl) piperidin-3-yl) phenoxy)-2-methylpropionate